OC(COC(CCCCCCCCC)=O)CO.NC1=CC=C(C=C1)C(C1=CC=C(N)C=C1)C1=CC=C(C=C1)F 4-[(4-aminophenyl)(4-fluorophenyl)methyl]aniline 2,3-dihydroxypropan-1-yl-decanoate